benzyl (2S,4R)-4-((((E)-6-ethoxy-6-oxohex-2-en-1-yl)oxy)methyl)-4-fluoropyrrolidine-2-carboxylate C(C)OC(CC/C=C/COC[C@]1(C[C@H](NC1)C(=O)OCC1=CC=CC=C1)F)=O